FC1=C(C(=C2C=CN(C2=C1)S(=O)(=O)C1=CC=C(C)C=C1)CC(=O)OCC)OC1=CC(=C(C=C1)F)C1=CC=NN1 ethyl 2-(6-fluoro-5-(4-fluoro-3-(1H-pyrazol-5-yl)phenoxy)-1-tosyl-1H-indol-4-yl)acetate